6-fluoro-N-(6-(o-tolyl)-5-(trifluoromethyl)pyridin-2-yl)pyridine-2-sulfonamide FC1=CC=CC(=N1)S(=O)(=O)NC1=NC(=C(C=C1)C(F)(F)F)C1=C(C=CC=C1)C